(R)-N-(1-(3-amino-5-(trifluoromethyl)phenyl)ethyl)-2-chloro-6-(1-ethylpiperidin-4-yl)-7-methyl-6,7-dihydropyrimido[4,5-d]pyridazin-4-amine NC=1C=C(C=C(C1)C(F)(F)F)[C@@H](C)NC1=NC(=NC2=CN(N(C=C21)C2CCN(CC2)CC)C)Cl